decyldiperoxybutane-1,4-dioic acid C(CCCCCCCCC)C(C(=O)OO)CC(=O)OO